P(O)(O)=O.C(C1=CC=CC=C1)OOP(O)(O)=O Benzyloxyphosphoric acid (phosphonate)